1,3-dimethyl-Imidazolidinone CN1C(N(CC1)C)=O